1-(3-aminophenethyl)-3-(5-chloro-7-((4-methoxybenzyl)(methyl)amino)pyrazolo[1,5-a]pyrimidin-3-yl)urea NC=1C=C(CCNC(=O)NC=2C=NN3C2N=C(C=C3N(C)CC3=CC=C(C=C3)OC)Cl)C=CC1